3-[4-[[1-(azetidin-3-ylmethyl)-4-piperidyl]oxy]-3-methyl-2-oxo-benzimidazol-1-yl]piperidine N1CC(C1)CN1CCC(CC1)OC1=CC=CC=2N(C(N(C21)C)=O)C2CNCCC2